C(C)(C)N1C(C=2C3=C(N(N=C3CC1)C1=NNC=C1)N=C(C2)N2[C@@H](COCC2)C)C (3R)-4-(7-isopropyl-6-methyl-2-(1H-pyrazol-3-yl)-6,7,8,9-tetrahydro-2H-1,2,3,7-tetraazabenzo[cd]azulene-4-yl)-3-methylmorpholine